CC1=C(C(NC(=C1)C)=O)CNC(=O)C=1OC(=CC1)[N+](=O)[O-] N-((4,6-dimethyl-2-oxo-1,2-dihydropyridin-3-yl)methyl)-5-nitrofuran-2-carboxamide